N-t-butoxycarbonyl-N'-acetyl-lysine C(C)(C)(C)OC(=O)N[C@@H](CCCCNC(C)=O)C(=O)O